lithium tetrakis(3,4,5,6-tetrafluorophenyl)borate FC=1C=C(C(=C(C1F)F)F)[B-](C1=CC(=C(C(=C1F)F)F)F)(C1=CC(=C(C(=C1F)F)F)F)C1=CC(=C(C(=C1F)F)F)F.[Li+]